11-methyl-9,12-dioxo-3,6-dioxa-10,13-diazahexadecan-16-oic acid CC(NC(CCOCCOCC)=O)C(NCCC(=O)O)=O